3-chloro-N-{4-[2-(4-chloro-3-fluorophenoxy)acetamido]-3-hydroxy-bicyclo[2.2.2]oct-1-yl}-1,2-oxazole-5-carboxamide ClC1=NOC(=C1)C(=O)NC12CC(C(CC1)(CC2)NC(COC2=CC(=C(C=C2)Cl)F)=O)O